C(C)(C)(C)OC(=O)NC=1C=2N(C3=CC(=C(C=C3N1)F)C(=O)O)C=NC2 4-((tert-butoxycarbonyl)amino)-7-fluoroimidazo[1,5-a]quinoxaline-8-carboxylic acid